5,8-dihydroxyl-9,12-octadecadienoic acid OC(CCCC(=O)O)CCC(C=CCC=CCCCCC)O